tert-butyl N-[(3R)-1-[4-[4-[6-chloro-4-[difluoro-[4-(imidazole-1-carboximidoylamino)cyclohexyl]methyl]-2-pyridyl]piperazin-1-yl]sulfonylphenyl]-5-oxo-pyrrolidin-3-yl]carbamate ClC1=CC(=CC(=N1)N1CCN(CC1)S(=O)(=O)C1=CC=C(C=C1)N1C[C@@H](CC1=O)NC(OC(C)(C)C)=O)C(C1CCC(CC1)NC(=N)N1C=NC=C1)(F)F